FC=1C=C(CNCCCCOCCOC2=NC3=C(C4=CN=CC=C24)C=CC=C3)C=CC1OC(F)(F)F 5-(2-(4-((3-fluoro-4-(trifluoromethoxy)benzyl)amino)butoxy)ethoxy)benzo[c][2,6]naphthyridine